N1=CC=C(C=C1)C=1NC(=NN1)SCC(=O)C1=CC=C(C=C1)C 2-((5-(pyridin-4-yl)-4H-1,2,4-triazol-3-yl)thio)-1-(p-tolyl)ethan-1-one